C(C)(C)(C)OC(N[C@@H]1C2=C(N=C(S2)Cl)CC12CCN(CC2)C=2C=1N(C(=C(N2)C)Br)N=CC1)=O N-[(6S)-1'-(7-bromo-6-methyl-pyrazolo[1,5-a]pyrazin-4-yl)-2-chloro-spiro[4,6-dihydro-cyclopenta[D]thiazol-5,4'-piperidin]-6-yl]carbamic acid tert-butyl ester